FC1(CN(C1)C=1C=C(N=NC1)C=1C(=NC(=NC1)OC)OC)F 5-(3,3-difluoroazetidin-1-yl)-3-(2,4-dimethoxypyrimidin-5-yl)pyridazine